C1(CC1)C1=C(C(=C2C(=N1)C(CC2)C)NC(=O)N=[S@@](=O)(N)C=2SC=C(C2)C(C)(C)O)C (S)-N'-((2-Cyclopropyl-3,7-dimethyl-6,7-dihydro-5H-cyclopenta[b]pyridin-4-yl)carbamoyl)-4-(2-hydroxypropan-2-yl)thiophene-2-sulfonimidamide